6-(1H-pyrazol-1-yl)-3-amino-5-difluoromethylpyridine N1(N=CC=C1)C1=C(C=C(C=N1)N)C(F)F